CC1=CC=C(C(=O)OC2=C(C(=CC(=C2)Cl)C=NC2=C(C=C(C=C2)Cl)Cl)O)C=C1 5-chloro-3-((2,4-dichlorophenylimino)-methyl)-2-hydroxyphenyl 4-methylbenzoate